C1(CCCCC1)N1C(C2=CC=C(C=C2CC1)O)C1=CC=C(C=C1)N1CCC(CC1)CN1CCN(CC1)C=1C=C2CN(C(C2=CC1)=O)[C@@H]1C(NC(CC1)=O)=O (3S)-3-(5-(4-((1-(4-(2-cyclohexyl-6-hydroxy-1,2,3,4-tetrahydroisoquinolin-1-yl)phenyl)piperidin-4-yl)methyl)piperazin-1-yl)-1-oxoisoindolin-2-yl)piperidine-2,6-dione